NC=1C=C(C=CC1)S(=O)(=O)NC(=O)C=1C(=NC(=CC1)C(C)(C)C)C1=CC=C(C=C1)OC N-(3-Aminophenyl)sulfonyl-6-tert-butyl-2-(4-methoxyphenyl)pyridin-3-carboxamid